N-[(3S)-1-methylpyrrolidin-3-yl]Piperidine-4-carboxamide CN1C[C@H](CC1)NC(=O)C1CCNCC1